dimethoxytrityl-5-fluoro-2'-deoxyuridine COC1([C@@](O[C@@H]([C@H]1O)CO)(N1C(=O)NC(=O)C(=C1)F)C(C1=CC=CC=C1)(C1=CC=CC=C1)C1=CC=CC=C1)OC